(1S,2R,5R)-8-acetyl-N-hydroxy-3-((4-((2-(trifluoromethyl)pyridin-4-yl)oxy)piperidin-1-yl)sulfonyl)-3,8-diazabicyclo[3.2.1]octane-2-carboxamide C(C)(=O)N1[C@@H]2[C@@H](N(C[C@H]1CC2)S(=O)(=O)N2CCC(CC2)OC2=CC(=NC=C2)C(F)(F)F)C(=O)NO